lithium bis[4-nonoxymethoxy-1-methylbutyl]copper C(CCCCCCCC)OCOCCCC(C)[Cu]C(CCCOCOCCCCCCCCC)C.[Li]